sodium 4-hydroxybenzoate OC1=CC=C(C(=O)[O-])C=C1.[Na+]